(S)-(4-(4-chloropyrazolo[1,5-a]pyridin-2-yl)-6,7-dihydro-1H-imidazo[4,5-c]pyridin-5(4H)-yl)(5-isopropyl-1,3,4-oxadiazol-2-yl)methanone ClC=1C=2N(C=CC1)N=C(C2)[C@H]2N(CCC1=C2N=CN1)C(=O)C=1OC(=NN1)C(C)C